cyclohexanol Sodium [Na].C1(CCCCC1)O